C1(CCC1)N1C(=NC2=C1C=C(C=C2)C(C)C)NC(CC(C)(C)C)=O N-(1-cyclobutyl-6-isopropyl-1H-benzo[d]imidazol-2-yl)-3,3-dimethylbutanamide